8-bromo-3,6-dimethylquinazolin-2,4(1H,3H)-dione BrC=1C=C(C=C2C(N(C(NC12)=O)C)=O)C